1-bromo-3,5-difluoro-4-iodo-2-methoxybenzene BrC1=C(C(=C(C(=C1)F)I)F)OC